ethyl 4-methyl-2-(4-(1-methylcyclopropyl)phenyl)-6-oxo-1,6-dihydropyrimidine-5-carboxylate CC=1N=C(NC(C1C(=O)OCC)=O)C1=CC=C(C=C1)C1(CC1)C